N-((S)-1-(4-chlorophenyl)ethyl)-2-(2,6-dioxopiperidin-3-yl)-1-oxoisoindoline-5-carboxamide ClC1=CC=C(C=C1)[C@H](C)NC(=O)C=1C=C2CN(C(C2=CC1)=O)C1C(NC(CC1)=O)=O